2-amino-N-cyclopropyl-5-{2-[(1S)-1-cyclopropylethyl]-7-(2-methoxyethanesulfonamido)-1-oxo-2,3-dihydro-1H-isoindol-5-yl}pyrazolo[1,5-a]pyrimidine-3-carboxamide NC1=NN2C(N=C(C=C2)C=2C=C3CN(C(C3=C(C2)NS(=O)(=O)CCOC)=O)[C@@H](C)C2CC2)=C1C(=O)NC1CC1